(R)-N-(3-aminopropyl)-N-((2'-ethoxy-5-(4-(6-ethoxy-2-(trifluoromethyl)-nicotinoyl)-2-ethylpiperazin-1-yl)-[2,3'-bipyridin]-6-yl)methyl)-2-nitrobenzenesulfonamide NCCCN(S(=O)(=O)C1=C(C=CC=C1)[N+](=O)[O-])CC1=C(C=CC(=N1)C=1C(=NC=CC1)OCC)N1[C@@H](CN(CC1)C(C1=C(N=C(C=C1)OCC)C(F)(F)F)=O)CC